ClC1=CN(C2=CC=C(C=C12)CNC(C(=O)O)C)C1=NOC(=N1)C1=NOC2=C1CCC(C2)(C)C (((3-chloro-1-(5-(6,6-dimethyl-4,5,6,7-tetrahydrobenzo[d]isoxazol-3-yl)-1,2,4-oxadiazol-3-yl)-1H-indol-5-yl)methyl)amino)propanoic acid